OCCC1N(CCNC1)CCS(=O)(=O)O (hydroxyethyl)-1-piperazineethanesulfonic acid